2,7-dimethyl-quinazoline-4-thiol CC1=NC2=CC(=CC=C2C(=N1)S)C